2,5-dihydroxyl-(1,1'-biphenyl)-4-sulfonic acid OC1=C(C=C(C(=C1)S(=O)(=O)O)O)C1=CC=CC=C1